C1(CCCC1)N1N=C(C2=CC=C(C=C12)COC1=CC=C(C=C1)C(CC(=O)O)C)C1=CC(=C(C(=C1)Cl)CO)Cl 3-(4-((1-cyclopentyl-3-(3,5-dichloro-4-(hydroxymethyl)phenyl)-1H-indazol-6-yl)methoxy)phenyl)butanoic acid